N-Ethyl-2-(4-nitro-1,3-dioxoisoindolin-2-yl)propanamide C(C)NC(C(C)N1C(C2=CC=CC(=C2C1=O)[N+](=O)[O-])=O)=O